6-((4-(benzyloxy)-3-methoxyphenyl)amino)-3-morpholinoquinoxaline-5-carbonitrile C(C1=CC=CC=C1)OC1=C(C=C(C=C1)NC1=C(C=2N=C(C=NC2C=C1)N1CCOCC1)C#N)OC